N-(4-bromo-3-fluorophenyl)-2-oxo-1-phenyl-2,4,5,6-tetrahydro-1H-pyrrolo[1,2-b]pyrazole-3-carboxamide BrC1=C(C=C(C=C1)NC(=O)C1=C2N(N(C1=O)C1=CC=CC=C1)CCC2)F